(R*)-tert-butyl 8,11,11-trifluoro-8-(hydroxymethyl)-3,4,8,9,10,11-hexahydro-1H-pyrido[4',3':3,4]pyrazolo[1,5-a]azepine-2(7H)-carboxylate F[C@@]1(CCC(C=2N(C1)N=C1C2CN(CC1)C(=O)OC(C)(C)C)(F)F)CO |o1:1|